C1(=CC=CC=C1)N1C(NNC1=S)=O 4-phenyl-5-thioxo-1,2,4-triazolidin-3-one